[N-](S(=O)(=O)C(F)(F)F)S(=O)(=O)C(F)(F)F.C(CC)N1C(N(C=C1)C)C 1-propyl-2,3-dimethylimidazole bis(trifluoromethanesulfonyl)imide salt